pseudouridine 5'-phosphate P(=O)(O)(O)OC[C@@H]1[C@H]([C@H]([C@@H](O1)C1=CNC(=O)NC1=O)O)O